CN(C)CC1CNCC1 N,N-dimethyl-(3-pyrrolidinyl)methylamine